2-((4-(methylsulfonyl)phenyl)amino)-8-((1,2,3,4-tetrahydroisoquinolin-6-yl)ethynyl)quinazoline-7-carbonitrile CS(=O)(=O)C1=CC=C(C=C1)NC1=NC2=C(C(=CC=C2C=N1)C#N)C#CC=1C=C2CCNCC2=CC1